5-(5-chloro-2,4-difluorophenyl)-N-(5-chloro-4-cyano-2-fluorophenyl)-1H-pyrrole-3-sulfonamide ClC=1C(=CC(=C(C1)C1=CC(=CN1)S(=O)(=O)NC1=C(C=C(C(=C1)Cl)C#N)F)F)F